OC=1C=2C(N=C(N1)C)=C(C(N(C2)N2CCOCC2)=O)C=2C=NC(=CC2)N2CCCC2 4-Hydroxy-2-methyl-6-morpholinyl-8-(6-(pyrrolidin-1-yl)pyridin-3-yl)pyrido[4,3-d]pyrimidine-7(6H)-one